[B].[Zn].[Cu].[Mg].[Ca].[K] potassium calcium magnesium copper zinc boron salt